pyrazine trifluoroacetate salt FC(C(=O)O)(F)F.N1=CC=NC=C1